O4-(2,5-dioxopyrrolidin-1-yl) O1-ethyl (E)-but-2-enedioate C(\C=C\C(=O)ON1C(CCC1=O)=O)(=O)OCC